bis(2-pentylheptyl)4,14-dibutyl-9-(2-(diethylamino)ethyl)-5,13-dioxo-6,12-dioxa-4,9,14-triazaheptadecanedioate C(CCCC)C(COC(CCN(C(OCCN(CCOC(N(CCC(=O)OCC(CCCCC)CCCCC)CCCC)=O)CCN(CC)CC)=O)CCCC)=O)CCCCC